tert-butyl (2-(2-(2-(2-iodoethoxy)ethoxy)ethoxy)ethyl)carbamate ICCOCCOCCOCCNC(OC(C)(C)C)=O